3-fluoro-5-(thiophen-3-yl)pyridin-2-amine FC=1C(=NC=C(C1)C1=CSC=C1)N